(4-amino-1,2,5-oxadiazol-3-yl)-4-(3-bromo-4-fluorophenyl)-1,2,4-oxadiazol-5(4H)-one NC=1C(=NON1)C1=NOC(N1C1=CC(=C(C=C1)F)Br)=O